7-(2-Methyl-2-((6-(trifluoromethyl)pyridin-3-yl)oxy)propyl)-2-thia-7-azaspiro[3.5]nonane 2,2-dioxide CC(CN1CCC2(CS(C2)(=O)=O)CC1)(C)OC=1C=NC(=CC1)C(F)(F)F